COC1=CC(=CC=C1)OC1=CC=C(C=C1)C 1-methoxy-3-(4-methylphenoxy)benzene